3,9-Bis[1,1-dimethyl-2-{Tris(2,2,6,6-Tetramethyl-4-piperidyloxycarbonyl)Butylcarbonyloxy}Ethyl]-2,4,8,10-Tetraoxaspiro[5.5]Undecane CC(COC(=O)CCCC(C(=O)OC1CC(NC(C1)(C)C)(C)C)(C(=O)OC1CC(NC(C1)(C)C)(C)C)C(=O)OC1CC(NC(C1)(C)C)(C)C)(C)C1OCC2(CO1)COC(OC2)C(COC(=O)CCCC(C(=O)OC2CC(NC(C2)(C)C)(C)C)(C(=O)OC2CC(NC(C2)(C)C)(C)C)C(=O)OC2CC(NC(C2)(C)C)(C)C)(C)C